FC(C1=NN2C(N=C(C=C2NC[C@H](C2=CC=C(C=C2)F)N2CC3(C2)NC(CC3)=O)C(F)(F)F)=C1)(F)F (S)-2-(2-((2,5-bis(trifluoromethyl)pyrazolo[1,5-a]pyrimidin-7-yl)amino)-1-(4-fluorophenyl)ethyl)-2,5-diazaspiro[3.4]octan-6-one